tert-butyl [trans-4-[[3-[N'-(2,6-diethylphenyl)carbamimidoyl]-6-(4-methoxy-2-methylphenyl)pyrrolo[1,2-b]pyridazin-4-yl]amino]cyclohexyl]carbamate C(C)C1=C(C(=CC=C1)CC)N=C(N)C1=C(C=2N(N=C1)C=C(C2)C2=C(C=C(C=C2)OC)C)N[C@@H]2CC[C@H](CC2)NC(OC(C)(C)C)=O